ClC=1C=C2C(N(C(=NC2=CC1Cl)C1CN(C1)C(=O)OC(C)(C)C)C)=O tert-butyl 3-(6,7-dichloro-3-methyl-4-oxo-3,4-dihydroquinazolin-2-yl)azetidine-1-carboxylate